6'-(2-(1-(Cyclopropylsulfonyl)-1H-pyrazol-4-yl)pyrimidin-4-yl)-N4'-(1-(2-fluoroethyl)piperidin-4-yl)-5-((1-methylpiperidin-4-yl)oxy)-[2,3'-bipyridine]-4',6'-diamine C1(CC1)S(=O)(=O)N1N=CC(=C1)C1=NC=CC(=N1)C1(C=C(C(=CN1)C1=NC=C(C=C1)OC1CCN(CC1)C)NC1CCN(CC1)CCF)N